1-(4-chloro-2-fluoro-5-pyrrolidin-1-ylsulfonyl-phenyl)-3-[(1S)-1-(2-pyrimidin-2-yl-1,2,4-triazol-3-yl)ethyl]urea ClC1=CC(=C(C=C1S(=O)(=O)N1CCCC1)NC(=O)N[C@@H](C)C=1N(N=CN1)C1=NC=CC=N1)F